trans-1-ethyl-4-((4-methoxy-5-(pyrazolo[1,5-a]pyridin-5-yl)-7H-pyrrolo[2,3-d]pyrimidin-2-yl)amino)cyclohexan-1-ol C(C)C1(CCC(CC1)NC=1N=C(C2=C(N1)NC=C2C2=CC=1N(C=C2)N=CC1)OC)O